α-amino-β-hydroxyisovaleric acid NC(C(=O)O)C(C)(C)O